1-(6Z,9Z,12Z-octadecatrienoyl)-2-(5Z,8Z,11Z-eicosatrienoyl)-sn-glycero-3-phosphocholine CCCCCCCC/C=C\C/C=C\C/C=C\CCCC(=O)O[C@H](COC(=O)CCCC/C=C\C/C=C\C/C=C\CCCCC)COP(=O)([O-])OCC[N+](C)(C)C